COC=1C=C(C=C(C1)OC)N1C(CN(C(C1)=O)C(C)=O)=O (3,5-dimethoxyphenyl)-4-acetylpiperazine-2,5-dione